COC1=CC=C(C=C1)CN(C1=NC=C2C=C(C=NC2=C1)C1=C(C=CC(=C1)[N+](=O)[O-])C)C N-[(4-methoxyphenyl)methyl]-N-methyl-3-(2-methyl-5-nitro-phenyl)-1,6-naphthyridin-7-amine